rel-4-chloro-2-(2H3)methyl-6-{[(1r,4r)-4-(trifluoromethyl)cyclohexyl]oxy}pyrimidine ClC1=NC(=NC(=C1)OC1CCC(CC1)C(F)(F)F)C([2H])([2H])[2H]